C1[C@H]([C@H]([C@@H](C(O1)(CO)O)O[C@@H]2[C@@H]([C@H]([C@@H]([C@H](O2)CO)O)O)O)O)O D-TURANOSE